N-phenylbenzaldehyde imine C1(=CC=CC=C1)N=CC1=CC=CC=C1